4-isopropyl-5-(8-methyl-[1,2,4]triazolo[1,5-a]pyridin-6-yl)-N-((1r,4r)-4-((pyridin-3-ylmethyl)amino)cyclohexyl)-1H-pyrazole-3-carboxamide C(C)(C)C=1C(=NNC1C=1C=C(C=2N(C1)N=CN2)C)C(=O)NC2CCC(CC2)NCC=2C=NC=CC2